C(C1=CC=CC=C1)(=O)OC(C(=O)O)C 2-(benzoyloxy)propionic acid